4-(3-methoxypyridin-2-yl)cyclohexan-1-one COC=1C(=NC=CC1)C1CCC(CC1)=O